[Mg].[Fe].[Al] aluminum-iron-magnesium salt